C1(=CC=CC2=CC=CC=C12)N(C1=CC=CC=C1)C1=CC=C(C=C1)C1=CC=C(C=C1)N(C1=CC=CC2=CC=CC=C12)C1=CC=CC=C1 4,4'-bis(N-(1-naphthyl)-N-phenylamino)biphenyl